octahydro-5,5-dimethylnaphthalene-2-carbaldehyde CC1(C2CCC(CC2CCC1)C=O)C